O=C1NC(CCC1N1C(C2=CC=C(C=C2C1=O)CN1CCN(CC1)C1=CC=C(C(=O)NC2=CC(=C(C=C2)C)NC2=NC=CC(=N2)C=2C=NC=CC2)C=C1)=O)=O 4-(4-((2-(2,6-dioxopiperidin-3-yl)-1,3-dioxoisoindolin-5-yl)methyl)piperazin-1-yl)-N-(4-methyl-3-((4-(pyridin-3-yl)pyrimidin-2-yl)amino)phenyl)benzamide